C(C1=CC=CC=C1)OC1=NC(=CC=C1C1=CC(=NC=C1)N1CCC(CC1)CO)OCC1=CC=CC=C1 {1-[2,6-bis(benzyloxy)-[3,4'-bipyridine]-2'-yl]Piperidin-4-yl}methanol